BrC12CC3(CC(CC(C1)(C3)C)(C2)C(=O)O)C 5-bromo-3,7-dimethyltricyclo[3.3.1.13,7]decane-1-carboxylic acid